O1C2=C(OCC1)C=C(C=C2)C=2C(=C(/C=C/C1=CC=C(C=N1)CNCC(CC(=O)O)O)C=CC2)C (E)-4-((6-(3-(2,3-dihydrobenzo[b][1,4]dioxin-6-yl)-2-methylstyryl)pyridin-3-yl)methylamino)-3-hydroxybutanoic acid